tert-Butyl (S)-2-((2-(4-(1-methyl-1H-pyrazol-4-yl)-1-(phenylsulfonyl)-1H-pyrrolo[2,3-b]pyridin-2-yl)ethyl)carbamoyl)pyrrolidine-1-carboxylate CN1N=CC(=C1)C1=C2C(=NC=C1)N(C(=C2)CCNC(=O)[C@H]2N(CCC2)C(=O)OC(C)(C)C)S(=O)(=O)C2=CC=CC=C2